bromo-[[2,4-difluoro-6-(2-methoxyethoxy)phenyl]methyl]zinc Br[Zn]CC1=C(C=C(C=C1OCCOC)F)F